COC1=CC=C(C(=O)OC2CN(C2)C=2N=C(C3=C(N2)CC[S+]3[O-])N(C3CCOCC3)C)C=C1 [1-[4-[methyl(tetrahydropyran-4-yl)amino]-5-oxido-6,7-dihydro-thieno[3,2-d]pyrimidin-5-ium-2-yl]azetidin-3-yl] 4-methoxybenzoate